N-{5-[(tert-butyldimethylsilyl)oxy]pyridin-2-yl}-4-(5-chloropyridin-2-yl)piperazine-1-carboxamide [Si](C)(C)(C(C)(C)C)OC=1C=CC(=NC1)NC(=O)N1CCN(CC1)C1=NC=C(C=C1)Cl